C(COCCOCCOCCOCCOCCOCCOCCOCCOCCN)N 3,6,9,12,15,18,21,24,27-Nonaoxanonacosane-1,29-diamine